2,3-diphenoxybutadiene O(C1=CC=CC=C1)C(=C)C(=C)OC1=CC=CC=C1